Methyl 3-(pyridin-4-yl)-1,7-dihydroimidazo[4,5-f]indazole-6-carboxylate N1=CC=C(C=C1)C1=NNC2=CC3=C(C=C12)N=C(N3)C(=O)OC